ClC1=CC=C(C=C1)C1=NN(C(C=C1)=O)CC(=O)NC1=C2C=CN(C2=CC=C1)C 2-(3-(4-chlorophenyl)-6-oxopyridazin-1(6H)-yl)-N-(1-methyl-1H-indol-4-yl)acetamide